C1(CC1)C([C@@H](C=1N=C2N(N=C(C=N2)C[C@@H]2C(NC[C@@H](C2)C(F)(F)F)=O)C1)NC(=O)C1=CC=NN1CC)C1CC1 N-((S)-2,2-dicyclopropyl-1-(2-(((3R,5R)-2-oxo-5-(trifluoromethyl)piperidin-3-yl)methyl)imidazo[1,2-b][1,2,4]triazin-6-yl)ethyl)-1-ethyl-1H-pyrazole-5-carboxamide